2-bromo-6-(hydroxymethyl)phenol BrC1=C(C(=CC=C1)CO)O